N1=CC=CC(=C1)C1N(C)CCC1 2E-Nicotine